[7-[[1-(2-hydroxyethyl)pyrazol-4-yl]amino]-1-methyl-2-oxo-4H-pyrimido[4,5-d]pyrimidin-3-yl]-4-methyl-2,3-dihydroquinoline-1-carboxylic acid tert-butyl ester C(C)(C)(C)OC(=O)N1C(CC(C2=CC=CC=C12)C)N1C(N(C2=NC(=NC=C2C1)NC=1C=NN(C1)CCO)C)=O